C(C\C=C/CC=CCCCCC)O (cis)-3,6-dodecadienol